N-((3-(4-(trifluoromethyl)phenyl)-4,5,6,7-tetrahydropyrazolo[1,5-a]pyrimidin-6-yl)methyl)acrylamide FC(C1=CC=C(C=C1)C=1C=NN2C1NCC(C2)CNC(C=C)=O)(F)F